FC1(CC(C1)C=1C=CC(=NC1F)C(NC(=O)C1N(CC(C1)F)C(CC1=NC=CNC1=O)=O)C1=CC=CC=C1)F N-{[5-(3,3-difluorocyclobutyl)-6-fluoropyridin-2-yl](phenyl)methyl}-4-fluoro-1-[2-(3-oxo-3,4-dihydropyrazin-2-yl)acetyl]pyrrolidine-2-carboxamide